6-(4-Trifluoromethylbenzyl)-3-(3-chlorobenzyl)-1,2,3,4,6,8,9,10-octahydro-5H-pyrido[3,4-e]pyrimido[1,2-a]pyrimidin-5-one FC(C1=CC=C(CN2C=3N(C4=C(C2=O)CN(CC4)CC4=CC(=CC=C4)Cl)CCCN3)C=C1)(F)F